C(CCCCCCCCCCCCCCCCC)(=O)[O-].C(CCCCCCCCCCCCCCCCC)(=O)[O-].C(CCCCCCCCCCCCCCCCC)(=O)[O-].C(C)[Sn+3] ethyltin tristearate